2-({9,10-dimethoxy-4-oxo-6H,7H-pyrimido[4,3-a]isoquinolin-2-yl}(2,4,6-trimethylphenyl)amino)propylurea COC=1C=C2CCN3C(C2=CC1OC)=CC(=NC3=O)N(C(CNC(=O)N)C)C3=C(C=C(C=C3C)C)C